C(C)N1C2=CC=CC=C2C=2C=C(C=CC12)N(C1=CC=C(C=C1)OC)C=1C=CC=2N(C3=CC=C(C=C3C2C1)N(C=1C=CC=2N(C3=CC=CC=C3C2C1)CC)C1=CC=C(C=C1)OC)C1C(CC1)N1C2=CC=C(C=C2C=2C=C(C=CC12)N(C=1C=CC=2N(C3=CC=CC=C3C2C1)CC)C1=CC=C(C=C1)OC)N(C=1C=CC=2N(C3=CC=CC=C3C2C1)CC)C1=CC=C(C=C1)OC 1,2-bis{3,6-bis[N-(9-ethylcarbazol-3-yl)-N-(4-methoxyphenyl)amino]-9H-carbazol-9-yl}cyclobutane